C(C)(C)(C)OC(=O)N1[C@H](C[C@@H](C1)N)CO (2R,4S)-4-amino-2-(hydroxymethyl)pyrrolidine-1-carboxylic acid tert-butyl ester